S1C2=C(C=C1)C(=CC=C2)N2CCN(CC2)CCCCOC2=CC=C1C=CC(N(C1=C2)C(=O)C2CC2)=O 7-(4-(4-(benzo[b]thiophen-4-yl)piperazin-1-yl)butoxy)-1-(cyclopropanecarbonyl)quinolin-2(1H)-one